7-(6-methylsulfonyl-3-pyridinyl)-1-phenyl-2,3-dihydro-1H-pyrrolo[1,2-a]benzimidazole CS(=O)(=O)C1=CC=C(C=N1)C=1C=CC2=C(N3C(=N2)CCC3C3=CC=CC=C3)C1